COC1=C(C=CC(=C1)C[C@@H](CO)[C@@H](CC2=CC(=C(C=C2)O)OC)CO)O The molecule is an enantiomer of secoisolariciresinol having (-)-(2R,3R)-configuration. It has a role as an antidepressant, a plant metabolite and a phytoestrogen. It is an enantiomer of a (+)-secoisolariciresinol.